O=C1N(CC2=CC(=CC=C12)C(=O)N1CCNCC1)C1C(NC(CC1)=O)=O 3-(1-oxo-5-(piperazine-1-carbonyl)isoindolin-2-yl)piperidine-2,6-dione